(S)-1-(3-(2-(2-methylazetidin-1-yl)-6,7-dihydro-5H-cyclopenta[d]pyrimidin-4-yl)benzoyl)azetidine-3-carboxylic acid C[C@@H]1N(CC1)C=1N=C(C2=C(N1)CCC2)C=2C=C(C(=O)N1CC(C1)C(=O)O)C=CC2